4-hydroxyphenylethyl bromide OC1=CC=C(C=C1)CCBr